N-phenyl-o-iodoaniline C1(=CC=CC=C1)NC1=C(C=CC=C1)I